L-4-methyl-guaiacol CC=1C=C(C(=CC1)OC)O